2-amino-2-(3,5-dimethoxyphenyl)-6-hydroxycyclohexane-1-one hydrochloride Cl.NC1(C(C(CCC1)O)=O)C1=CC(=CC(=C1)OC)OC